NC=1C(N(C=CC1)C(F)F)=O 3-amino-1-(difluoromethyl)pyridin-2-one